10-methyl-6-methyleneundec-1,4,9-triene CC(=CCCC(C=CCC=C)=C)C